Secondary butyl α-2-butenoyloxyisobutyrate C(C=CC)(=O)OC(C(=O)OC(C)CC)(C)C